methyl 3-fluoro-5-oxo-6,7,8,9-tetrahydro-5H-benzo[7]annulene-2-carboxylate FC1=CC2=C(CCCCC2=O)C=C1C(=O)OC